4-(4-chloro-2-fluorophenyl)-2-((2s,4s)-2-(1-cyclopropyl-1H-pyrazol-4-yl)tetrahydro-2H-pyran-4-yl)-6,7-dimethyl-pteridine ClC1=CC(=C(C=C1)C1=NC(=NC2=NC(=C(N=C12)C)C)[C@@H]1C[C@H](OCC1)C=1C=NN(C1)C1CC1)F